COSN Methoxysulfenamide